4'-(bromomethyl)-4,5-dihydro-2H,3'H-spiro[furan-3,1'-isobenzofuran] BrCC1=C2COC3(C2=CC=C1)COCC3